FC(C(=O)O)(F)F.[C@@H](C)(CC)NC=1C2=C(N=C(N1)NC1=C(C=C(C=C1)C1=CC=NN1C)OC)NC=C2C#N (R)-4-(sec-butylamino)-2-((2-methoxy-4-(1-methyl-1H-pyrazol-5-yl)phenyl)amino)-7H-pyrrolo[2,3-d]pyrimidine-5-carbonitrile 2,2,2-trifluoroacetate